COC(=O)C=1C=C2C=CC(=NC2=CC1)N1CCC(CC1)N(C)C(=O)OC(C)(C)C 2-(4-((Tert-butoxycarbonyl)(methyl)amino)piperidin-1-yl)quinoline-6-carboxylic acid methyl ester